N-(2,4-difluorophenyl)cyclopropylmethionine amide FC1=C(C=CC(=C1)F)NC([C@@H](NC1CC1)CCSC)=O